(2'-hydroxy-5'-(2-methacryloyloxyethyl)phenyl)benzotriazole OC1=C(C=C(C=C1)CCOC(C(=C)C)=O)C1=CC=CC=2NN=NC21